(R)-6-(3-Isopropylphenyl)-1-methyl-2-azaspiro[3.4]octane C(C)(C)C=1C=C(C=CC1)C1CC2(CN[C@@H]2C)CC1